3-bromo-5-(1H-pyrazol-1-yl)pyridine BrC=1C=NC=C(C1)N1N=CC=C1